C1(CCCCC1)C1=CC=C(C=C1)C1=NN(C2=C1N=CNC2=O)C2CNCC2 3-(4-cyclohexylphenyl)-1-(pyrrolidin-3-yl)-1,6-dihydro-7H-pyrazolo[4,3-d]pyrimidin-7-one